(1R,2R,6R)-2-(benzylamino)-6-[2-(4-chlorophenoxy)phenoxy]cyclohexanol C(C1=CC=CC=C1)N[C@H]1[C@H]([C@@H](CCC1)OC1=C(C=CC=C1)OC1=CC=C(C=C1)Cl)O